C(#N)C1=CC(=C(O[C@@H]2[C@@](CN(C2)S(=O)(=O)C2=C(C#N)C=C(C=C2)C(F)(F)F)(CO)O)C=C1)O 2-(((3R,4S)-4-(4-cyano-2-hydroxyphenoxy)-3-hydroxy-3-(hydroxymethyl)pyrrolidin-1-yl)sulfonyl)-5-(trifluoromethyl)benzonitrile